CN(CCC1=CNC=2C=CC=C(C12)C(=O)O)C 3-(2-(dimethylamino)ethyl)-1H-indole-4-carboxylic acid